CC1=C(C=C(C=C1)NC(=O)N1C[C@@H](CC1)CC(F)(F)F)B1OC(C(O1)(C)C)(C)C (3S)-N-[4-methyl-3-(4,4,5,5-tetrakisMethyl-1,3,2-dioxaborolan-2-yl)phenyl]-3-(2,2,2-trifluoroethyl)pyrrolidine-1-carboxamide